CC1=C(C(=O)C2=CC=CC=C2C1=O)C/C=C(\\C)/CCC[C@H](C)CCC[C@H](C)CCCC(C)CO The molecule is a member of the class of phylloquinones obtained by hydroxylation of one of the terminal methyl groups of phylloquinone itself. It is a member of phylloquinones and a primary alcohol.